(S)-3-(((8-(6-methyl-5-(trifluoromethyl)pyridin-2-yl)-1,6-naphthyridin-5-yl)amino)methyl)tetrahydrofuran-3-ol CC1=C(C=CC(=N1)C=1C=NC(=C2C=CC=NC12)NC[C@@]1(COCC1)O)C(F)(F)F